(R)-((2-(6-fluoro-1H-indol-4-yl)-6-(3-methylmorpholino)-pyrimidin-4-yl)imino)-dimethyl-λ6-sulfanone FC1=CC(=C2C=CNC2=C1)C1=NC(=CC(=N1)N=S(=O)(C)C)N1[C@@H](COCC1)C